[O].O1C(C=CC=C1)=O pyranone oxygen